NC1=CN=C(C(=N1)N1CCC2(C[C@@H](OC2)C)CC1)C(N)=O (3S,4S)-8-(6-amino-3-carbamoyl-pyrazin-2-yl)-3-methyl-2-oxa-8-azaspiro[4.5]decane